FC(C=1C=CC=2N(N1)C(=CN2)C2=CC(=NC=N2)N2C1C(OCC2)CNCC1)F 1-(6-(6-(Difluoromethyl)imidazo[1,2-b]pyridazin-3-yl)pyrimidin-4-yl)octahydro-1H-pyrido[3,4-b][1,4]oxazine